1-pyrroline-2-carboxylic acid N1=C(CCC1)C(=O)O